FC(\C=C\C(C(C(F)(F)F)(F)F)(F)F)(F)F (E)-1,1,1,4,4,5,5,6,6,6-decafluoro-2-hexene